heptacosyl-tributylamine C(CCCCCCCCCCCCCCCCCCCCCCCCCC)C(CCC)N(CCCC)CCCC